(R)-3'-amino-N-(1,1-dioxidotetrahydrothiophen-3-yl)-6''-(trifluoromethyl)-[3,2':6',3''-terpyridine]-4'-carboxamide NC=1C(=NC(=CC1C(=O)N[C@H]1CS(CC1)(=O)=O)C=1C=NC(=CC1)C(F)(F)F)C=1C=NC=CC1